1-(chloroacetyl)homopiperidine 2-methylnonadecyl-3,5-dihydroxyphenylacetate CC(COC(CC1=CC(=CC(=C1)O)O)=O)CCCCCCCCCCCCCCCCC.ClCC(=O)N1CCCCCC1